N-((2S)-1-((2-amino-6,7-dihydro-5H-cyclopenta[b]pyridin-5-yl)amino)-1-oxopropan-2-yl)-4-phenyl-1H-pyrrole-2-carboxamide NC1=CC=C2C(=N1)CCC2NC([C@H](C)NC(=O)C=2NC=C(C2)C2=CC=CC=C2)=O